N-(4-(3-cyanophenyl)pyridin-2-yl)-1-isobutylpiperidine-4-carboxamide C(#N)C=1C=C(C=CC1)C1=CC(=NC=C1)NC(=O)C1CCN(CC1)CC(C)C